C12(CCC(C1)C2)B2OC(C(O2)(C)C)(C)C 2-(1-bicyclo[2.1.1]hexanyl)-4,4,5,5-tetramethyl-1,3,2-dioxaborolane